N-(3-((4-(2-(7-chloro-1-(2-chloroethyl)-1H-indazol-5-yl)propan-2-yl)phenyl)ethynyl)pyrazine-2-yl)methanesulfonamide ClC=1C=C(C=C2C=NN(C12)CCCl)C(C)(C)C1=CC=C(C=C1)C#CC=1C(=NC=CN1)NS(=O)(=O)C